3-(6-tert-butyl-1H-benzo[d]imidazol-2-yl)-N-(4-pyridazin-3-ylphenyl)aniline C(C)(C)(C)C=1C=CC2=C(NC(=N2)C=2C=C(NC3=CC=C(C=C3)C=3N=NC=CC3)C=CC2)C1